ClC=1C=C(C=CC1Cl)NC(=O)N1[C@H]2CC[C@@H]1CC=1N=C(N=CC12)C(F)(F)F (5S,8R)-N-(3,4-dichlorophenyl)-2-(trifluoromethyl)-6,7,8,9-tetrahydro-5H-5,8-epimino-cyclohepta[d]pyrimidine-10-carboxamide